(R)-5-(2-(dimethylamino)ethoxy)-2-methyl-N-(1-(3-(1-methyl-1H-pyrazol-4-yl)-5-(1-(methylsulfonyl)-1H-pyrazol-4-yl)phenyl)ethyl)benzamide CN(CCOC=1C=CC(=C(C(=O)N[C@H](C)C2=CC(=CC(=C2)C=2C=NN(C2)S(=O)(=O)C)C=2C=NN(C2)C)C1)C)C